[Br-].COC1=CC=C2C(C(=COC2=C1OC)C1=CC=C(C=C1)CCCC[P+](C1=CC=CC=C1)(C1=CC=CC=C1)C1=CC=CC=C1)=O (4-(4-(7,8-Dimethoxy-4-oxo-4H-chromen-3-yl)phenyl)butyl)triphenylphosphonium bromide